3-fluoro-6-nitro-1H-indole FC1=CNC2=CC(=CC=C12)[N+](=O)[O-]